tert-butyl 3-(butylamino)pyrrolidine-1-carboxylate C(CCC)NC1CN(CC1)C(=O)OC(C)(C)C